O1C(=NC=C1)C1=C(C=CC=C1)C1CCN(CC1)[C@@H]1COC2(CNC2)C1 (S)-7-(4-(2-(oxazol-2-yl)phenyl)piperidin-1-yl)-5-oxa-2-azaspiro[3.4]octane